BrCCCC(=O)N[C@@H]1CC(CN(C1)C(=O)OC(C)(C)C)(F)F tert-butyl (5R)-5-(4-bromobutanamido)-3,3-difluoropiperidine-1-carboxylate